4-(3,4-dihydro-2H-pyrrol-5-yl)-2,5-dimethyl-2H-1,2,3-triazole N=1CCCC1C1=NN(N=C1C)C